NC=1N=C(SC1C(C1=CC=C(C=C1)OCC1=CC=CC=C1)=O)N(C1=CC=C(C=C1)F)[C@H](C(=O)N)C (S)-2-(N-[4-amino-5-(4-benzyloxybenzoyl)thiazol-2-yl]-4-fluoro-anilino)propanamide